N-(2-(Azetidin-1-yl)ethyl)-2-(4'-fluoro-2'-(4-methyl-4H-1,2,4-triazol-3-yl)-[1,1'-biphenyl]-3-yl)-7-(trifluoromethyl)benzo[d]oxazol-5-amine N1(CCC1)CCNC=1C=C(C2=C(N=C(O2)C=2C=C(C=CC2)C2=C(C=C(C=C2)F)C2=NN=CN2C)C1)C(F)(F)F